(6-chlorochroman-3-yl)(1-(2-(dimethylamino)ethyl)-6-(5-methoxy-1H-pyrazol-4-yl)-1H-pyrrolo[3,2-c]pyridin-3-yl)methanone hydrochloride Cl.ClC=1C=C2CC(COC2=CC1)C(=O)C1=CN(C2=C1C=NC(=C2)C=2C=NNC2OC)CCN(C)C